C(CC(=O)C)(=O)OCCCCCCOC(CC(=O)C)=O 1,6-hexanediol diacetoacetate